(±)-methyl (S)-2-((S)-4-(4-chlorophenyl)-2,3,9-trimethyl-6H-thieno[3,2-f][1,2,4]triazolo[4,3-a][1,4]diazepin-6-yl)propanoate ClC1=CC=C(C=C1)C1=N[C@H](C=2N(C3=C1C(=C(S3)C)C)C(=NN2)C)[C@@H](C(=O)OC)C |r|